((1r,3r)-3-(8-(4-fluorophenyl)-7-(3-methoxy-1-methyl-1H-pyrazol-4-yl)-3-methyl-2-oxo-3,6-dihydroimidazo[4,5-d]pyrrolo[2,3-b]pyridin-1(2H)-yl)cyclopentyl)carbamic acid methyl ester COC(N[C@H]1C[C@@H](CC1)N1C(N(C=2C1=C1C(=NC2)NC(=C1C1=CC=C(C=C1)F)C=1C(=NN(C1)C)OC)C)=O)=O